NS(=O)(=O)NC=1C(=CC=C(C(=O)O)C1)Cl amino-5-(sulfonylamino)-4-chlorobenzoic acid